7,7''-di-tert-pentyl-9,9,9',9',9'',9''-hexapropyl-9H,9'H,9''H-2,2':7',2''-terfluorene C(C)(C)(CC)C1=CC=C2C=3C=CC(=CC3C(C2=C1)(CCC)CCC)C1=CC=2C(C3=CC(=CC=C3C2C=C1)C1=CC=2C(C3=CC(=CC=C3C2C=C1)C(C)(C)CC)(CCC)CCC)(CCC)CCC